1-(4-methoxyphenyl)-2-(2-nitrophenyl)ethan-1-one COC1=CC=C(C=C1)C(CC1=C(C=CC=C1)[N+](=O)[O-])=O